C(C)(C)(C)OC(=O)N([C@H](C(=O)N(C)[C@@H](C(=O)O)CCC1=NC(=NO1)C1CC1)CC(C)C)C (R)-2-((S)-2-((tert-Butoxycarbonyl)(methyl)amino)-N,4-dimethylpentanamido)-4-(3-cyclopropyl-1,2,4-oxadiazol-5-yl)butanoic acid